2-(2-azaspiro[3.3]heptane-6-yl)-5-((1S,5R)-5-(trifluoromethyl)-3-(8-(trifluoromethyl)quinolin-5-yl)-3-azabicyclo[3.1.0]hexane-1-yl)-1,3,4-oxadiazole C1NCC12CC(C2)C=2OC(=NN2)[C@@]21CN(C[C@]1(C2)C(F)(F)F)C2=C1C=CC=NC1=C(C=C2)C(F)(F)F